L-3',5'-bis(p-chlorobenzoyl)-5-(2-bromovinyl)-2'-deoxyuridine ClC1=CC=C(C(=O)[C@@]2(C[C@@H](O[C@@H]2C(O)C(C2=CC=C(C=C2)Cl)=O)N2C(=O)NC(=O)C(=C2)C=CBr)O)C=C1